4-(2,4-difluorophenyl)-7-methyl-2-((2R,4S)-2-(1-methyl-1H-pyrazol-4-yl)tetrahydro-2H-pyran-4-yl)pyrido[2,3-d]pyrimidine FC1=C(C=CC(=C1)F)C=1C2=C(N=C(N1)[C@@H]1C[C@@H](OCC1)C=1C=NN(C1)C)N=C(C=C2)C